ClC=1C=C(C2=C(C=C([C@H](O2)C(F)(F)F)C(=O)O)C1)C([2H])([2H])F (S)-6-chloro-8-(fluoromethyl-d2)-2-trifluoromethyl-2H-benzopyran-3-carboxylic acid